N1N=NC2=NC(=CC=C21)C=2C=C(C(=O)O)C=C(C2)NC(C)=O 3-(1H-[1,2,3]triazolo[4,5-b]pyridin-5-yl)-5-acetamidobenzoic acid